ClC=1C(=C(C=CC1)NC=1C(=NN2C1C(NC[C@@H]2CCOC)=O)C2=CC=NC=C2)OC (7S)-3-[(3-chloro-2-methoxyphenyl)amino]-7-(2-methoxyethyl)-2-(pyridin-4-yl)-5H,6H,7H-pyrazolo[1,5-a]pyrazin-4-one